COC(=O)C1=C(C=NC2=C1OCCN2C=2C=NC(=CC2)N)C=2C=NN(C2C)CC21CC3CC(CC(C2)C3)C1 7-(1-(adamantan-1-ylmethyl)-5-methyl-1H-pyrazol-4-yl)-4-(6-aminopyridin-3-yl)-3,4-dihydro-2H-pyrido[3,2-b][1,4]oxazine-8-carboxylic acid methyl ester